(R)-3-methyl-2-((2-(trimethylsilyl)ethoxy)methyl)-2,4,5,6-tetrahydrocyclopenta[c]pyrazol-6-amine CC1=C2C(=NN1COCC[Si](C)(C)C)[C@@H](CC2)N